tert-Butyl (S)-2-cyano-4-(2-(1-(2-ethoxy-2-oxoethyl)-3-(trifluoromethyl)-1H-pyrazol-4-yl)phenyl)-4,7-dihydrothieno[2,3-c]pyridine-6(5H)-carboxylate C(#N)C1=CC2=C(CN(C[C@H]2C2=C(C=CC=C2)C=2C(=NN(C2)CC(=O)OCC)C(F)(F)F)C(=O)OC(C)(C)C)S1